BrC=1C=C(C=C(C1)F)[C@@H]1N(OCC1)C(=O)OC(C)(C)C tert-butyl (R)-3-(3-bromo-5-fluorophenyl)isoxazolidine-2-carboxylate